3-methyl-1-(2-((4-tert-butylphenyl)ethynyl)phenyl)but-2-en-1-ol CC(=CC(O)C1=C(C=CC=C1)C#CC1=CC=C(C=C1)C(C)(C)C)C